3-(5-(((2-(4-(4-chloro-1,2-diphenylbut-1-en-1-yl)phenoxy)ethyl)(methyl)amino)methyl)-6-fluoro-1-oxoisoindolin-2-yl)piperidine-2,6-dione ClCCC(=C(C1=CC=CC=C1)C1=CC=C(OCCN(C)CC=2C=C3CN(C(C3=CC2F)=O)C2C(NC(CC2)=O)=O)C=C1)C1=CC=CC=C1